3-Chlorobenzyl ((S)-3-cyclohexyl-1-(((S)-1,5-dioxo-5-(2,3,4,5-tetrahydro-1H-benzo[b]azepin-1-yl)pentan-2-yl)amino)-1-oxopropan-2-yl)carbamate C1(CCCCC1)C[C@@H](C(=O)N[C@H](C=O)CCC(N1C2=C(CCCC1)C=CC=C2)=O)NC(OCC2=CC(=CC=C2)Cl)=O